C(C)(C)OC1=CC2=C(SC(=C2)C(C=C(C(=O)OC)C)=O)C=C1OC methyl 4-(5-isopropoxy-6-methoxybenzo[b]thiophen-2-yl)-2-methyl-4-oxobut-2-enoate